CC1=CC=C(C=C1)C1=CC(=CC=C1)C(=O)N1CCC(CC1)C (4'-methyl-[1,1'-biphenyl]-3-yl)(4-methylpiperidin-1-yl)methanone